NN1C(N(N=CC1=O)C1=CC(=C(C(=C1)Cl)OC=1C=C2C3(C(N(C2=CC1)C)=O)CC3)Cl)=O amino-2-(3,5-dichloro-4-((1'-methyl-2'-oxospiro[cyclopropane-1,3'-indolin]-5'-yl)oxy)phenyl)-1,2,4-triazine-3,5(2H,4H)-dione